CN1CC2=C(C=C(C=C2CC1)C(=O)OC)C1=CC=C(C=C1)C(F)(F)F methyl 2-methyl-8-(4-(trifluoromethyl) phenyl)-1,2,3,4-tetrahydroisoquinoline-6-carboxylate